C1(=CC=CC=C1)[Pt+] phenyl-platinum (II)